4-[2-[tert-butyl(dimethyl)silyl]oxy-1-(5-fluoro-2-pyridyl)ethoxy]-6-(4,4,5,5-tetramethyl-1,3,2-dioxaborolan-2-yl)pyrazolo[1,5-a]pyridine-3-carbonitrile [Si](C)(C)(C(C)(C)C)OCC(OC=1C=2N(C=C(C1)B1OC(C(O1)(C)C)(C)C)N=CC2C#N)C2=NC=C(C=C2)F